2-chloro-N-hydroxy-6-methylbenzene-1-carboimidoyl chloride ClC1=C(C(=CC=C1)C)C(=NO)Cl